ClC1=C(C=C2C=C(N=CC2=C1)NC(=O)[C@H]1[C@H]([C@@H]1C1=NC=CC=C1)C)N1CC[NH+](CC1)[C@]1(COC[C@H]1F)C (1S,2S,3S)-N-[7-chloro-6-[4-((3S,4S)-4-fluoro-3-methyl-tetrahydrofuran-3-yl)piperazin-4-ium-1-yl]-3-isoquinolinyl]-2-methyl-3-(2-pyridinyl)cyclopropanecarboxamide